[Na].N1=CN=CN=C1 s-triazine sodium salt